6-fluoro-N-(1-methylcyclopropyl)-3-(5-methyl-1,3,4-oxadiazol-2-yl)-2-oxo-1H-benzimidazole-5-sulfonamide FC=1C(=CC2=C(NC(N2C=2OC(=NN2)C)=O)C1)S(=O)(=O)NC1(CC1)C